C(C)N1C(C2=CC(=CC=C2C(N1)=O)N)=O 2-ethyl-7-amino-2,3-dihydro-phthalazine-1,4-dione